[N+](=O)([O-])C1=CC=C(C=C1)N=C1SC=C(N1)C1=CC=CC=C1 2-(4-Nitrophenylimino)-4-phenylthiazole